(R)-3-isopropyl-5-(4-(1-((6-(pyridin-4-yl)imidazo[2,1-b][1,3,4]thiadiazol-2-yl)oxy)ethyl)piperidin-1-yl)-1,2,4-oxadiazole C(C)(C)C1=NOC(=N1)N1CCC(CC1)[C@@H](C)OC1=NN2C(S1)=NC(=C2)C2=CC=NC=C2